1-((3-(8-Cyano-3-fluoroindolizin-5-yl)pyridin-4-yl)thio)cyclobutan C(#N)C1=CC=C(N2C(=CC=C12)F)C=1C=NC=CC1SC1CCC1